N1N=NC(=C1)C#CC1=C(C=2C(=N[C@H](C=3N(C2S1)C(=NN3)C)C)C3=CC=C(C=C3)Cl)C (S)-2-((1H-1,2,3-triazol-4-yl)ethynyl)-4-(4-chlorophenyl)-3,6,9-trimethyl-6H-thieno[3,2-f][1,2,4]triazolo[4,3-a][1,4]diazepine